4-morpholinylthiophene N1(CCOCC1)C=1C=CSC1